6-tert-butyl-2-chloro-7-methyl-pyrrolo[2,3-d]pyrimidine C(C)(C)(C)C1=CC2=C(N=C(N=C2)Cl)N1C